4-[3-(4-chlorophenyl)-1,2,4-oxadiazol-5-yl]aniline ClC1=CC=C(C=C1)C1=NOC(=N1)C1=CC=C(N)C=C1